ClC=1C=C(C=CC1)CCN1CC(C(C1)C)COC1=CC=C(C=C1)S(=O)(=O)CCS(=O)(=O)C 1-[2-(3-chlorophenyl)ethyl]-3-{[4-(2-methanesulfonylethanesulfonyl)phenoxy]methyl}-4-methylpyrrolidine